CN(C(=O)C1CN(CCCC1)C(=O)OC(C)(C)C)C tert-butyl 3-(dimethylcarbamoyl)azepane-1-carboxylate